OC=1C=C(C=C2N=CC(N(C12)C)=O)N1CCOCC1 8-hydroxy-1-methyl-6-morpholinoquinoxalin-2(1H)-one